phosphoribosylcarbonylglycinamide P(=O)(O)(O)N(CC(=O)N)C(=O)C1[C@H](O)[C@H](O)[C@H](O1)CO